CN1N=C(C(=C1C)O)C=1C=C(C=CC1)C 1,5-dimethyl-3-(m-tolyl)-pyrazol-4-ol